1-(bicyclo[1.1.1]pentan-1-yl)-4-((2-phenylpyrimidin-5-yl)methyl)-1,4-dihydropyrazine-2,3-dione C12(CC(C1)C2)N2C(C(N(C=C2)CC=2C=NC(=NC2)C2=CC=CC=C2)=O)=O